6-(3-(4-fluorophenoxy)propyl)-N-((tetrahydro-2H-pyran-2-yl)oxy)chromane-2-carboxamide FC1=CC=C(OCCCC=2C=C3CCC(OC3=CC2)C(=O)NOC2OCCCC2)C=C1